2-(2-Methoxyethoxy)ethyl (S)-6-diazo-2-((S)-2-(2-(dimethylamino)acetamido)-3-(1H-indol-3-yl)propanamido)-5-oxohexanoate [N+](=[N-])=CC(CC[C@@H](C(=O)OCCOCCOC)NC([C@H](CC1=CNC2=CC=CC=C12)NC(CN(C)C)=O)=O)=O